1,2-dibromohexafluorocyclobutane BrC1(C(C(C1(F)F)(F)F)(Br)F)F